CC=1C=C(C=NC1)C1CC=NN1C=O (5-(5-methylpyridin-3-yl)-4,5-dihydro-1H-pyrazol-1-yl)methanone